1-(4-(4-(benzyloxy)-2-oxopyridin-1(2H)-yl)phenyl)-N-ethyl-5-(trifluoromethyl)-1H-pyrazole-4-carboxamide C(C1=CC=CC=C1)OC1=CC(N(C=C1)C1=CC=C(C=C1)N1N=CC(=C1C(F)(F)F)C(=O)NCC)=O